[Na+].NC=1C=C(C=CC1)S(=O)(=O)[O-] 3-aminobenzenesulfonic acid monosodium salt